tert-butyl 4-[[3-chloro-2-(triisopropylsilyloxymethyl)-4-pyridyl]-hydroxy-methyl]-4-methyl-piperidine-1-carboxylate ClC=1C(=NC=CC1C(C1(CCN(CC1)C(=O)OC(C)(C)C)C)O)CO[Si](C(C)C)(C(C)C)C(C)C